C(C)(C)(C)NC(CC[C@@H]1NC([C@@H]2CC3=C(NC=4C=C(C=CC34)OC)[C@@H](N2C1=O)CC(C)C)=O)=O N-(tert-butyl)-3-((3S,6S,12aS)-6-isobutyl-9-methoxy-1,4-dioxo-1,2,3,4,6,7,12,12a-octahydropyrazino[1',2':1,6]pyrido[3,4-b]indol-3-yl)propanamide